9-(4-chloro-2-fluorophenyl)-2,3-dimethyl-7-[(2R)-2-(1-methylpyrazol-4-yl)morpholin-4-yl]pyrido[1,2-a]pyrimidin-4-one ClC1=CC(=C(C=C1)C1=CC(=CN2C1=NC(=C(C2=O)C)C)N2C[C@H](OCC2)C=2C=NN(C2)C)F